benzyl 4-(4-bromo-2-oxopyridin-1(2H)-yl)piperidine-1-carboxylate BrC1=CC(N(C=C1)C1CCN(CC1)C(=O)OCC1=CC=CC=C1)=O